O=C1NC(CCC1N1C(C2=CC=CC(=C2C1=O)NCC1=CC=C(CN2C(CN(CC2)C=2C=CC(=NC2)C#N)(C)C)C=C1)=O)=O 5-(4-(4-((2-(2,6-dioxopiperidin-3-yl)-1,3-dioxoisoindolin-4-ylamino)methyl)benzyl)-3,3-dimethylpiperazin-1-yl)picolinonitrile